3,5-Dimethyl-4-(4,4,5,5-tetramethyl-1,3,2-dioxaborolan-2-yl)-1-((4-(trifluoromethyl)phenyl)sulfonyl)-1H-pyrazole CC1=NN(C(=C1B1OC(C(O1)(C)C)(C)C)C)S(=O)(=O)C1=CC=C(C=C1)C(F)(F)F